ClC=1C=2N(C=C(C1)S(=O)(=O)N(COCC[Si](C)(C)C)C1(COC1)C)C(=NC2)C=2SC(=NN2)C(F)F 8-chloro-3-(5-(difluoromethyl)-1,3,4-thiadiazol-2-yl)-N-(3-methyloxetane-3-yl)-N-((2-(trimethylsilyl)ethoxy)methyl)imidazo[1,5-a]pyridine-6-sulfonamide